N-[(1R)-1-[6-(thiomorpholin-4-yl)pyridin-2-yl]ethyl]propionamide N1(CCSCC1)C1=CC=CC(=N1)[C@@H](C)NC(CC)=O